CC(C(=O)N1C(CCCC1)C=1N(C=C(N1)C1=CC=C(C=C1)C)C(CCCCC)=O)CC 1-(2-(1-(2-methylbutanoyl)piperidin-2-yl)-4-(p-tolyl)-1H-imidazol-1-yl)hexan-1-one